N-(2-methyl-5-(4-(4-((6-(trifluoromethyl)pyridin-3-yl)oxy)phenyl)piperidine-1-carbonyl)-phenyl)-1-phenylmethanesulfonamide CC1=C(C=C(C=C1)C(=O)N1CCC(CC1)C1=CC=C(C=C1)OC=1C=NC(=CC1)C(F)(F)F)NS(=O)(=O)CC1=CC=CC=C1